methyl 2-(2,2,5,7-tetrafluoro-3-oxo-6-(perfluorophenyl)-2,3-dihydro-4H-benzo[b][1,4]oxazin-4-yl)acrylate FC1(C(N(C2=C(O1)C=C(C(=C2F)C2=C(C(=C(C(=C2F)F)F)F)F)F)C(C(=O)OC)=C)=O)F